NC1=NNC2=CC=C(C=C12)C1=CC(=NC=C1)NC=1C=C(C=CC1)NC(C)=O N-(3-((4-(3-amino-1H-indazol-5-yl)pyridin-2-yl)amino)phenyl)acetamide